bis-(2,6-diisopropylphenyl)butanediimine nickel bromide [Ni](Br)Br.C(C)(C)C1=C(C(=CC=C1)C(C)C)C(C(C=N)=N)(C)C1=C(C=CC=C1C(C)C)C(C)C